N1(N=CC2=CC=CC=C12)C1=NC(=CC(=N1)N=S(=O)(C)C)N1[C@@H](COCC1)C (R)-((2-(1H-indazol-1-yl)-6-(3-methyl-morpholino)pyrimidin-4-yl)imino)dimethyl-λ6-sulfanone